ClC=1C=C2CC(COC2=CC1)C(=O)C1=CN(C2=CC(=CC=C12)C=1C=NNC1OC)CC1N(CCC1)C (6-Chlorochroman-3-yl)-[6-(5-methoxy-1H-pyrazol-4-yl)-1-[(1-methylpyrrolidin-2-yl)methyl]indol-3-yl]methanone